O=C1CC(C2=CC=CC=C12)=C(C#N)C#N (3-oxo-2,3-dihydro-1H-inden-1-ylidene)malononitrile